CC1=C(C(=C(C(=C1C(=O)C1=CC=C(C=C1)N)C)C)N)C tetramethyl-4,4'-diaminobenzophenone